5-(6-bromopyren-1-yl)-3-hydroxy-1-phenylpenta-2,4-dien-1-one BrC1=C2C=CC3=CC=C(C4=CC=C(C=C1)C2=C43)C=CC(=CC(=O)C4=CC=CC=C4)O